methyl 3-(3,5-dimethoxyphenyl)-3-oxopropionate COC=1C=C(C=C(C1)OC)C(CC(=O)OC)=O